C(C)(C)(C)NC(=O)C1=NC(=CC=C1OCC#C)NC1=CC(=NC(=C1)F)F N-tert-butyl-6-[(2,6-difluoro-4-pyridyl)amino]-3-prop-2-ynoxy-pyridine-2-carboxamide